ClC1=C(C=C(C=C1)C1CC(OC(C1)=O)=O)F 4-(4-chloro-3-fluorophenyl)dihydro-2H-pyran-2,6(3H)-dione